N1C=NC(=C1)C=1C=C(C=CC1)NC(C[C@H]1C[C@H](N(C1)C=1C2=C(N=C(N1)C)C1=C(O2)C=CC=C1)C(=O)O)=O (2S,4R)-4-(2-((3-(1H-imidazol-4-yl)phenyl)amino)-2-oxoethyl)-1-(2-methylbenzofuro[3,2-d]pyrimidin-4-yl)pyrrolidine-2-carboxylic acid